(S)-1-(5-fluoro-1-methyl-6-(2-methyl-1,2,3,6-tetrahydropyridin-4-yl)-1H-indazol-3-yl)dihydropyrimidine-2,4(1H,3H)-dione FC=1C=C2C(=NN(C2=CC1C=1C[C@@H](NCC1)C)C)N1C(NC(CC1)=O)=O